4-methyl-2-propyl-N-(thiophene-2-yl-methyl)-7-(trifluoromethyl)-quinoline-3-carboxylic acid amide CC1=C(C(=NC2=CC(=CC=C12)C(F)(F)F)CCC)C(=O)NCC=1SC=CC1